(3-([1,1'-biphenyl]-3-ylmethyl)-1,2,3-oxadiazol-3-ium-5-yl)((3-(trifluoromethyl)phenyl)carbamoyl)amide C1(=CC(=CC=C1)C[N+]1=NOC(=C1)[N-]C(NC1=CC(=CC=C1)C(F)(F)F)=O)C1=CC=CC=C1